1-(2-(azetidin-3-yl)-2-azaspiro[3.3]heptane-6-yl)-3-(4-phenoxyphenyl)-1H-pyrazolo[3,4-d]pyrimidin-4-amine N1CC(C1)N1CC2(C1)CC(C2)N2N=C(C=1C2=NC=NC1N)C1=CC=C(C=C1)OC1=CC=CC=C1